C(C)OC=1C=C(C=O)C=CC1OCC\C=C/C\C=C/CC 3-ethoxy-4-(((3Z,6Z)-non-3,6-dien-1-yl)oxy)benzaldehyde